N-(9,12,15-octadecatrienoyl)glutamic acid Tin [Sn].C(CCCCCCCC=CCC=CCC=CCC)(=O)N[C@@H](CCC(=O)O)C(=O)O